ethyl-3-(7-cyclopropyl-2-oxo-3-(pent-3-yl)-5-phenyl-2,3-dihydro-1H-benzo[e][1,4]diazepin-1-yl)propionic acid C(C)C(C(=O)O)CN1C(C(N=C(C2=C1C=CC(=C2)C2CC2)C2=CC=CC=C2)C(CC)CC)=O